6-(4-fluorophenyl)-5,7-dioxo-2,3,5,7,11,11a-hexahydro-1H-pyrido[1,2-a]pyrrolo[1,2-D]pyrazine-8-carboxylic acid FC1=CC=C(C=C1)C=1C(C(=CN2C1C(N1C(C2)CCC1)=O)C(=O)O)=O